C(C)(C)(C)OC1=NC(=CC(=C1)C1=NC(=NC=C1)NC1=CC=CC=C1)N1CCOCC1 4-(2-tert-butoxy-6-morpholino-4-pyridinyl)-N-phenyl-pyrimidin-2-amine